C(C)(C)C=1C=NN2C1N=C(C=C2NCC2N(CCC2)C)OC2CCN(CC2)C 3-Isopropyl-5-((1-methylpiperidin-4-yl)oxy)-N-((1-methylpyrrolidin-2-yl)methyl)pyrazolo[1,5-a]pyrimidin-7-amine